tert-butyl 4,5-dimethyl-7,8-dihydro-1,6-naphthyridine-6(5H)-carboxylate CC1=CC=NC=2CCN(C(C12)C)C(=O)OC(C)(C)C